methyl (1S,4R)-4-[[3-(3,5-difluorophenyl)-1-methyl-2-oxo-cyclopent-3-ene-1-carbonyl]amino]cyclopent-2-ene-1-carboxylate FC=1C=C(C=C(C1)F)C=1C(C(CC1)(C(=O)N[C@H]1C=C[C@H](C1)C(=O)OC)C)=O